trimethoxymethane-13C CO[13CH](OC)OC